(9aS)-2,3,4,6,7,8,9,9a-octahydro-1H-pyrido[1,2-a]pyrazin C1[C@H]2N(CCN1)CCCC2